OC=1C=C2C(C=C(OC2=CC1)C1=CC=C(C=C1)OC1=CC=C(C=C1)C(C)C)=O 6-hydroxy-2-(4-(4-isopropylphenoxy)phenyl)-4H-chromen-4-one